[Br-].C(C(=C)C)(=O)OCCC(C[NH2+]C)CCCCCCCCCCCCCC 2-(methacryloxyethyl)-n-hexadecyl-methyl-ammonium bromide